(E)-1-[4-(4-Hydroxybenzoyl)phenyl]-3-phenylprop-2-en-1-one OC1=CC=C(C(=O)C2=CC=C(C=C2)C(\C=C\C2=CC=CC=C2)=O)C=C1